1-butyl-3-methylimidazoliumdicarboxamide C(CCC)N1C([N+](C=C1)(C(=O)N)C)C(=O)N